IC1=C(C=CC=C1)[C@H]1[C@H](C1)N(C([O-])=O)C(CCC)O 1-(2-iodophenyl)-(S)-1-hydroxybutyl-(S)-2-cyclopropylcarbamate